C1OCC12O[C@@H](COC2)COC2=CC=C(C=C2)C=2C=C(C(NC2C(F)(F)F)=O)C(=O)N (S)-5-(4-((2,5,8-trioxaspiro[3.5]nonan-6-yl)methoxy)phenyl)-2-oxo-6-(trifluoromethyl)-1,2-dihydropyridine-3-carboxamide